C(C)(=O)C=1C(=CC(=NC1)N1CCC2(C(N3[C@H](O2)CC[C@H]3C3=CC=CC=C3)=O)CC1)Cl (5'S,7a'R)-1-(5-acetyl-4-chloropyridin-2-yl)-5'-phenyltetrahydro-3'H-spiro[piperidine-4,2'-pyrrolo[2,1-b][1,3]oxazol]-3'-one